tert-butyl octahydropyrrolo[3,2-b]pyrrole-1-carboxylate N1(C2C(CC1)NCC2)C(=O)OC(C)(C)C